(2S,4R)-N-(2-cyclopropyl-2-hydroxy-2-phenyl-ethyl)-1-[(2S)-2-(4-cyclopropyltriazol-1-yl)-3,3-dimethyl-butanoyl]-4-hydroxy-pyrrolidine-2-carboxamide C1(CC1)C(CNC(=O)[C@H]1N(C[C@@H](C1)O)C([C@H](C(C)(C)C)N1N=NC(=C1)C1CC1)=O)(C1=CC=CC=C1)O